4-amino-3-chloro-6-(2,5-difluoro-4-(trimethylsilyl)phenyl)-pyridine-2-carboxylic acid methyl ester COC(=O)C1=NC(=CC(=C1Cl)N)C1=C(C=C(C(=C1)F)[Si](C)(C)C)F